NC([C@H](C[C@H]1C(NCC1)=O)NC(=O)C1NCC(C1)OCC)=O N-[(1S)-2-amino-2-oxo-1-[[(3S)-2-oxopyrrolidin-3-yl]methyl]ethyl]-4-ethoxy-pyrrolidine-2-carboxamide